CC1=C(NC=C1)C(=O)N 3-methyl-1H-pyrrole-2-carboxamide